1-(6-Bromo-2-methoxyquinolin-3-yl)-4-(dimethylamino)-1-(2-fluoro-3-methoxyphenyl)-2-(2-methoxy-6-(methylthio)pyridin-4-yl)butan-2-ol BrC=1C=C2C=C(C(=NC2=CC1)OC)C(C(CCN(C)C)(O)C1=CC(=NC(=C1)SC)OC)C1=C(C(=CC=C1)OC)F